FC1=C(C=CC(=C1)OC1=NN(C=C1)C)NC=1C2=C(N=CN1)C=CC(=N2)N2CCN(CC2)C(C=C)=O 1-(4-(4-((2-Fluoro-4-((1-methyl-1H-pyrazol-3-yl)oxy)phenyl)amino)pyrido[3,2-d]pyrimidin-6-yl)piperazin-1-yl)prop-2-en-1-one